1-(methylaminosilyl)-2,2,4,4,6,6-hexamethylcyclotrisilazane CN[SiH2]N1[Si](N[Si](N[Si]1(C)C)(C)C)(C)C